4-(2-thienyl)benzyl-amine iodine [I].S1C(=CC=C1)C1=CC=C(CN)C=C1